OCCS(=O)(=O)NC1=CC(=C(C(=O)NC2=CC(=CC=C2)[S@](=O)(=N)C)C=C1)N1CCC2(CC2)CC1 (S)-4-((2-hydroxyethyl)sulfonamido)-N-(3-(S-methylsulfonimidoyl)phenyl)-2-(6-azaspiro[2.5]octan-6-yl)benzamide